N1CCC(CC1)NC1=NC2=CC=CC=C2C(N1)=O 2-(piperidin-4-ylamino)quinazolin-4(3H)-one